[Ir](O)(O)O.C1=CCCC=CCC1 (1,5-cyclooctadiene) iridium hydroxide